2-(3-cyano-4-(piperidin-1-yl)phenyl)benzo[d]thiazole-6-carboxylic acid C(#N)C=1C=C(C=CC1N1CCCCC1)C=1SC2=C(N1)C=CC(=C2)C(=O)O